(R)-2-((1-(2-cyano-3-(3-fluoroazetidin-1-yl)-7-methylquinoxalin-5-yl)-ethyl)amino)benzoic acid C(#N)C1=NC2=CC(=CC(=C2N=C1N1CC(C1)F)[C@@H](C)NC1=C(C(=O)O)C=CC=C1)C